tert-butyl (R or S)-(2-(4-((4-(bis(2,4-dimethoxybenzyl)amino)-2-((1-hydroxyhexan-3-yl)oxy)imidazo[2,1-f][1,2,4]triazin-7-yl)methyl)-3-methoxyphenoxy)ethyl)(methyl)carbamate COC1=C(CN(C2=NC(=NN3C2=NC=C3CC3=C(C=C(OCCN(C(OC(C)(C)C)=O)C)C=C3)OC)O[C@@H](CCO)CCC)CC3=C(C=C(C=C3)OC)OC)C=CC(=C1)OC |o1:37|